ClC=1C=C(C(=O)NC=2C=C(N(N2)CC2=CC=C(C=C2)OC)C(=O)O)C=CC1OCCOC 5-[[3-Chloro-4-(2-methoxyethoxy)benzoyl]amino]-2-[(4-methoxyphenyl)methyl]pyrazole-3-carboxylic acid